3-fluoro-5-(5-isopropylisoxazol-4-yl)benzoic acid FC=1C=C(C(=O)O)C=C(C1)C=1C=NOC1C(C)C